N1=NC(=CC=C1)N1C[C@@H](CC1)NC1=NN=C(S1)N N'-[(3R)-1-pyridazin-3-ylpyrrolidin-3-yl]-1,3,4-thiadiazole-2,5-diamine